CC(C=O)CC1=CC=C(C=C1)C(C)(C)C (-)-2-methyl-3-[4-(2-methyl-2-propyl)phenyl]propanal